3,4-dihydrofuran O1CCCC1